FC(CN1N=C(C(=C1)C1=C(C=CC=C1)[C@H]1C2=C(CNC1)SC(=C2)C#N)C(F)(F)F)F (S)-4-(2-(1-(2,2-difluoroethyl)-3-(trifluoromethyl)-1H-pyrazol-4-yl)phenyl)-4,5,6,7-tetrahydrothieno[2,3-c]pyridine-2-carbonitrile